2-amino-3,4,5-trimethoxybenzoic acid methyl ester COC(C1=C(C(=C(C(=C1)OC)OC)OC)N)=O